4-(2-((4-Cyano-2-fluorobenzyl)oxy)-3-fluorophenyl)piperidin C(#N)C1=CC(=C(COC2=C(C=CC=C2F)C2CCNCC2)C=C1)F